6-chloro-3-cyclohexyl-N-(2-pyridylmethyl)-[1,2,4]triazolo[4,3-b]pyridazin-8-amine ClC=1C=C(C=2N(N1)C(=NN2)C2CCCCC2)NCC2=NC=CC=C2